BrC=1C=C2CC(N3C(C2=CC1OC)CC(C(=C3)C(=O)OCC)=O)C(C)(C)C Ethyl 9-bromo-6-tert-butyl-10-methoxy-2-oxo-1,6,7,11b-tetrahydro-2H-pyrido[2,1-a]isoquinoline-3-carboxylate